ClC=1C=C(C#N)C=C(N1)N1N=CC=C1C 2-chloro-6-(5-methyl-1H-pyrazol-1-yl)isonicotinonitrile